N-[4-(2,6-dimethylphenyl)-6-methylsulfonyl-pyrimidin-2-yl]-1-methyl-pyrazole-4-sulfonamide CC1=C(C(=CC=C1)C)C1=NC(=NC(=C1)S(=O)(=O)C)NS(=O)(=O)C=1C=NN(C1)C